N[C@@]1(C([C@@H](CC1)NC=1C=2N(N=CC1C(N)=NC1=CC=C(C=C1)\N=N\C1=CC=CC=C1)C=C(C2)Br)(C)C)C 4-(((1R,3S)-3-amino-2,2,3-trimethylcyclopentyl)amino)-6-bromo-N'-(4-((E)-phenyl-diazenyl)phenyl)pyrrolo[1,2-b]pyridazine-3-carboximidamide